ClC1=NC=C(C(=C1)C1=C(C=NC(=C1)C)C(=O)NC=1SC2=C(N1)CN(C2)C(=O)C2=NC(=NC=C2C(F)(F)F)OC)OC 2'-chloro-5'-methoxy-N-(5-(2-methoxy-5-(trifluoromethyl)pyrimidine-4-carbonyl)-5,6-dihydro-4H-pyrrolo[3,4-d]thiazol-2-yl)-6-methyl-[4,4'-bipyridine]-3-carboxamide